cis-methyl 3-(2-ethyltetrahydrofuran-3-yl)-5-fluorobenzoate C(C)[C@@H]1OCC[C@@H]1C=1C=C(C(=O)OC)C=C(C1)F